N-(m-Tolylsulfonyl)-6-[3-[[1-(trifluoromethyl)cyclopropyl]methoxy]pyrazol-1-yl]-2-[(4S)-2,2,4-trimethylpyrrolidin-1-yl]pyridine-3-carboxamide C1(=CC(=CC=C1)S(=O)(=O)NC(=O)C=1C(=NC(=CC1)N1N=C(C=C1)OCC1(CC1)C(F)(F)F)N1C(C[C@@H](C1)C)(C)C)C